ONC(CCCCCCNC(=O)N1CC2=C(N(C=3C=CC=CC23)C2=CC=C(C=C2)F)CC1)=O N-(7-(hydroxyamino)-7-oxoheptyl)-5-(4-fluorophenyl)-1,3,4,5-tetrahydro-2H-pyrido[4,3-b]indole-2-carboxamide